4-[2-(2-cyano-1,1-dimethyl-ethyl)-1-(4-fluorophenyl)-4-hydroxy-indol-3-yl]benzoic acid C(#N)CC(C)(C)C=1N(C2=CC=CC(=C2C1C1=CC=C(C(=O)O)C=C1)O)C1=CC=C(C=C1)F